6-(2,6-dichloro-4-(5-hydroxy-6-oxo-1,6-dihydropyridin-3-yl)phenoxy)-4-isopropylpyridazin-3(2H)-one ClC1=C(OC=2C=C(C(NN2)=O)C(C)C)C(=CC(=C1)C1=CNC(C(=C1)O)=O)Cl